C(C)OC(=O)C1CCN(CC1)C1=NC(=CN=C1)C#CC1CC1 (6-(cyclopropylethynyl)pyrazin-2-yl)piperidine-4-carboxylic acid ethyl ester